3-(4,5-dibutyloxazol-2-yl)-2-(diethoxyphosphoryl)propionic acid C(CCC)C=1N=C(OC1CCCC)CC(C(=O)O)P(=O)(OCC)OCC